Cl.FC1=C(C#N)C=CC(=C1)C1=NC(=CC(=C1C1=CC(=C(C=C1)OC)F)O)N1CC2CNCC2C1 2-fluoro-4-(3-(3-fluoro-4-methoxy-phenyl)-6-(hexahydropyrrolo[3,4-c]pyrrole-2(1H)-yl)-4-hydroxypyridin-2-yl)benzonitrile hydrochloride